Cl.N[C@@H](C[C@H]1C(NCC1)=O)\C=C(\S(=O)(=O)C)/F (S)-3-((S,E)-2-amino-4-fluoro-4-(methylsulfonyl)but-3-en-1-yl)pyrrolidin-2-one hydrochloride